ClC1=CC2=C(C(N3[C@@H](CO2)CN(CC3)C(=O)OC(C)(C)C)=O)C(=N1)N1CCCC1 tert-Butyl (R)-3-chloro-12-oxo-1-(pyrrolidin-1-yl)-6a,7,9,10-tetrahydro-12H-pyrazino[2,1-c]pyrido[3,4-f][1,4]oxazepine-8(6H)-carboxylate